COC1=NN(C(=C1)S(=O)(=O)N1CC2(C1)CC(CC2)=O)C 2-((3-Methoxy-1-methyl-1H-pyrazol-5-yl)sulfonyl)-2-azaspiro[3.4]octan-6-one